acetamido-2,2,6,6-tetramethylpiperidine C(C)(=O)NN1C(CCCC1(C)C)(C)C